S(N)(=O)(=O)C=1C=C(C=CC1OCC1CCOCC1)NC(CC1=C(C=CC=C1)C(F)(F)F)=O N-[3-sulfamoyl-4-(tetrahydro-2H-pyran-4-ylmethoxy)phenyl]-2-[2-(trifluoromethyl)phenyl]acetamide